Cl.S1C2=C(C=C1)C(=CC=C2)N[C@@H]2CNCC2 (S)-N-(benzo[b]thiophen-4-yl)pyrrolidin-3-amine hydrochloride